Methyl (4-chlorophenyl)carbamimidothioate ClC1=CC=C(C=C1)NC(=N)SC